2-[4-methyl-6-(trifluoromethyl)pyridazin-3-yl]-2,8-diazaspiro[4.5]decane hydrochloride Cl.CC1=C(N=NC(=C1)C(F)(F)F)N1CC2(CC1)CCNCC2